6-phenyl-5,6-dihydrobenzo[4,5]thieno[2,3-c]indolo[2,3-a]carbazole C1(=CC=CC=C1)N1C=2C=CC=CC2C=2C1=C1NC3=CC=CC=C3C1=C1C2SC2=C1C=CC=C2